ClC1=CC=C(OC(C(=O)NC=2C3=C(SC2C(=O)O)C=CC=C3)(C)C)C=C1 (2-(4-Chlorophenoxy)-2-methylpropanamido)benzo[b]thiophene-2-carboxylic acid